8-(2-((Methyl(2-(methylamino)ethyl)-amino)methyl)-6,7-dihydro-4H-pyrazolo-[5,1-c][1,4]oxazin-3-yl)-2-((1-methyl-1H-pyrazol-3-yl)methyl)-2-azaspiro[4.5]decan-1-one CN(CCNC)CC1=NN2C(COCC2)=C1C1CCC2(CCN(C2=O)CC2=NN(C=C2)C)CC1